tetrabromogermane Br[Ge](Br)(Br)Br